BrC=1C=CC(=C2C(=C(C(=NC12)S(=O)CC1=NOC(=C1)C)C(C)=O)NCC1=NN(C=C1)C)Cl 1-(8-bromo-5-chloro-4-(((1-methyl-1H-pyrazol-3-yl)methyl)amino)-2-(((5-methylisoxazol-3-yl)methyl)sulfinyl)quinolin-3-yl)ethan-1-one